5-chloro-N-cyclobutyl-3-((3aR,3bR,4aS,5R,5aS)-2,2-dimethylhexahydrocyclopropa[3,4]cyclopenta[1,2-d][1,3]dioxol-5-yl)-3H-imidazo[4,5-b]pyridin-7-amine ClC1=CC(=C2C(=N1)N(C=N2)[C@@H]2[C@@H]1[C@H]([C@@H]3[C@H]2OC(O3)(C)C)C1)NC1CCC1